C(CC)OC1=CC=C(C=C1)C1=C(N)C=CC=C1 2-(4-propoxyphenyl)aniline